C1(CC1)C(C1=CC=CC=C1)O α-Cyclopropylbenzyl alcohol